7-morpholino-2-(pyridin-4-yl)-N-(3-(p-tolyl)-1H-pyrazol-5-yl)pyrazolo[1,5-a]pyrimidin-5-amine O1CCN(CC1)C1=CC(=NC=2N1N=C(C2)C2=CC=NC=C2)NC2=CC(=NN2)C2=CC=C(C=C2)C